L-Ornithine hydrochloride Cl.N[C@@H](CCCN)C(=O)O